ClC=1C(=C(C=C(C1)OCOC)N1CC=2N=C(N=C(C2CC1)OC)OC[C@]12CCCN2C[C@@H](C1)F)[C@H]1[C@H](C1)C 7-(3-chloro-5-(methoxymethoxy)-2-(cis-2-methylcyclopropyl)phenyl)-2-(((2R,7aS)-2-fluorotetrahydro-1H-pyrrolizin-7a(5H)-yl)methoxy)-4-methoxy-5,6,7,8-tetrahydropyrido[3,4-d]pyrimidine